C(=O)(OC(C)(C)C)C(=O)[O-] boc-carboxylate